C(C\C=C\C)C1CCCC(O1)=O (E)-6-(pent-3-en-1-yl)tetrahydro-2H-pyran-2-one